[Pd].[Ca] calcium-palladium